methyl sulfide ammonium salt [NH4+].CSC